rhodium (I) 1,2-bis((2S,5S)-2,5-diethylphospholan-1-yl)benzene C(C)[C@@H]1P([C@H](CC1)CC)C1=C(C=CC=C1)P1[C@H](CC[C@@H]1CC)CC.[Rh+]